3,7-Dimethyloctan-1-ol CC(CCO)CCCC(C)C